OCCC1=C(C=CC(=C1)N)N 2-hydroxyethyl-1,4-diaminobenzene